C(=O)(O)C1=CC=C(C=C1)NC([C@@H](CC1CCC(CC1)O)C1=[N+](C=C(C=C1)C1=C(C(=CC=C1C(F)F)Cl)F)[O-])=O |o1:11| (S)- or (R)-2-(1-((4-carboxyphenyl)amino)-3-((1r,4r)-4-hydroxycyclohexyl)-1-oxopropan-2-yl)-5-(3-chloro-6-(difluoromethyl)-2-fluorophenyl)pyridine 1-oxide